[(1R)-1-[5-chloro-2-[(4-oxo-2-thioxo-5H-pyrrolo[3,2-d]pyrimidin-1-yl)methyl]phenyl]ethyl]ammonium (7,7-dimethyl-2-oxo-1-bicyclo[2.2.1]heptanyl)methanesulfonate CC1(C2(C(CC1CC2)=O)CS(=O)(=O)[O-])C.ClC=2C=CC(=C(C2)[C@@H](C)[NH3+])CN2C(NC(C1=C2C=CN1)=O)=S